dimethyl-terphenyl CC=1C(=C(C=CC1)C=1C(=CC=CC1)C1=CC=CC=C1)C